N-((S)-1-((2S,4R)-2-((4-ethynylbenzyl)carbamoyl)-4-hydroxypyrrolidin-1-yl)-3,3-dimethyl-1-oxobutan-2-yl)piperidine-4-carboxamide C(#C)C1=CC=C(CNC(=O)[C@H]2N(C[C@@H](C2)O)C([C@H](C(C)(C)C)NC(=O)C2CCNCC2)=O)C=C1